NC=1C2=C(N=CN1)N(C(=C2C2=CC(=C(C=C2)N=S2(CCCC2)=O)F)I)C 1-((4-(4-amino-6-iodo-7-methyl-7H-pyrrolo[2,3-d]pyrimidin-5-yl)-2-fluorophenyl)imino)tetrahydro-1H-1λ6-thiophene-1-oxide